1-(tert-Butyl)-3-(2-(ethylsulfonyl)phenyl)-5-methyl-pyrazol-4-ol C(C)(C)(C)N1N=C(C(=C1C)O)C1=C(C=CC=C1)S(=O)(=O)CC